methyl 3,6-anhydro-2-O-methyl-α-D-idofuranoside CO[C@@H]1[C@@H](OC)O[C@@H]2[C@H]1OC[C@H]2O